C1(CCC1)CS(=O)(=N)C1=CC2=CN(N=C2C=C1)C=1C=NC=C(C1)F (cyclobutylmethyl)(2-(5-fluoropyridin-3-yl)-2H-indazol-5-yl)(imino)-λ6-sulfanone